4-Chloro-N-phenyl-6-(trifluoromethyl)nicotinamide ClC1=CC(=NC=C1C(=O)NC1=CC=CC=C1)C(F)(F)F